C1(CC1)[C@@H]1NC2=C(C(N(C=3C=CC(=CC23)NC2=CC(=NC=C2Cl)N2C[C@@H](OCC2)C)C)=O)OCC1(F)F (S)-2-Cyclopropyl-3,3-difluoro-10-((5-chloro-2-((S)-methylmorpholino)pyridin-4-yl)amino)-7-methyl-1,2,3,4-tetrahydro-[1,4]oxazepino[2,3-c]chinolin-6(7H)-on